BrC=1C(N(C=C2C(NN(C(C21)=O)C)=O)C2CC2)=O 8-bromo-6-cyclopropyl-2-methyl-2,3-dihydropyrido[3,4-d]pyridazine-1,4,7(6H)-trione